C(C1=CC=CC=C1)(=O)OC(CC)CC(CC)(OC(C1=CC=CC=C1)=O)C 5-methyl-3,5-heptanediol dibenzoate